C(C)(=O)[O-].C(CCCC)(=O)N.[Co+3].C(C)(=O)[O-].C(C)(=O)[O-] cobalt (III) pentanamide acetate